N,N-bis(Triethylsilyl)aminopropyltrimethoxysilan C(C)[Si](N([Si](CC)(CC)CC)CCC[Si](OC)(OC)OC)(CC)CC